C1(CCCCC1)=C1CC2(CN(C2)C(=O)OC(C)(C)C)C1 tert-Butyl 6-cyclohexylidene-2-azaspiro[3.3]heptane-2-carboxylate